C(C)(C)(C)OC(=O)N([C@H](C(=O)OC)CC)C methyl (2S)-2-[tert-butoxycarbonyl(methyl)amino]butanoate